(R)-4-(3-(3-Aminopiperidin-1-carbonyl)-1-(4-(3,3-difluoropyrrolidin-1-yl)-2-fluorophenyl)-1H-pyrazol-5-yl)-2-fluorobenzonitril N[C@H]1CN(CCC1)C(=O)C1=NN(C(=C1)C1=CC(=C(C#N)C=C1)F)C1=C(C=C(C=C1)N1CC(CC1)(F)F)F